[(2S)-piperazin-2-yl]methanol dihydrochloride Cl.Cl.N1[C@@H](CNCC1)CO